BrC1=CC(=C(C=C1)NN1C(C2=CN(C(C(=C2CC1)I)=O)C)=O)F ((4-bromo-2-fluorophenyl)amino)-5-iodo-7-methyl-3,4-dihydro-2,7-naphthyridine-1,6(2H,7H)-dione